5-(trifluoromethyl)-2H-benzimidazol-2-one FC(C1=CC=2C(=NC(N2)=O)C=C1)(F)F